(S)-7-(2-Cyclopropyl-benzyl)-5-(2'-methoxy-4'-trifluoromethyl-3,4,5,6-tetrahydro-2H-[1,3']bipyridinyl-4-yl)-2,4-dimethyl-2,4,5,7-tetrahydro-pyrazolo[3,4-d]pyrimidin-6-on C1(CC1)C1=C(CN2C(N([C@H](C=3C2=NN(C3)C)C)C3CCN(CC3)C=3C(=NC=CC3C(F)(F)F)OC)=O)C=CC=C1